[Na].ClC1=CC=C(C=C1)S(=O)(=O)N (4-chlorophenyl)sulfonamide sodium salt